S(=O)(=O)(ON1C([C@@H](C1=O)NC(\C(=N/O[C@@H](COC1=CC=C(C=C1)C=1[N+](=CN(C1)CCCN)C)C(=O)O)\C=1N=C(SC1)N)=O)(C)C)[O-] (S)-3-((Z)-2-(2-aminothiazol-4-yl)-2-(((S)-2-(4-(1-(3-aminopropyl)-3-methyl-1H-imidazol-3-ium-4-yl) phenoxy)-1-carboxyethoxy) imino) acetamido)-2,2-dimethyl-4-oxoazetidin-1-yl sulfate